(2S,4R)-4-(2-((3-fluoro-[1,1'-biphenyl]-4-yl)amino)-2-oxoethyl)-1-(2-methylbenzofuro[3,2-d]pyrimidin-4-yl)pyrrolidine-2-carboxylic acid FC=1C=C(C=CC1NC(C[C@H]1C[C@H](N(C1)C=1C2=C(N=C(N1)C)C1=C(O2)C=CC=C1)C(=O)O)=O)C1=CC=CC=C1